2-((3-methyl-4-oxo-8-(4-(trifluoromethyl)phenyl)-3,4-dihydropyrido[4,3-d]pyrimidin-5-yl)amino)cyclobutane-1-carboxamide CN1C=NC2=C(C1=O)C(=NC=C2C2=CC=C(C=C2)C(F)(F)F)NC2C(CC2)C(=O)N